C(C=C)(=O)OCCCCCCCCCOC(C=C)=O nonamethylene glycol diacrylate